2-[1-[4-[6-(cyclobutoxy)-2-pyridinyl]-2,6-difluoro-phenyl]azetidin-3-yl]acetic acid C1(CCC1)OC1=CC=CC(=N1)C1=CC(=C(C(=C1)F)N1CC(C1)CC(=O)O)F